tert-butyl 3-[[6-[[3-chloro-5-cyano-6-[(3S,5R)-4,4-difluoro-3,5-dimethyl-1-piperidyl]-2-pyridyl]amino]-3-[2-(methylamino)-2-oxo-ethoxy]-2-oxo-1-quinolyl]methyl]azetidine-1-carboxylate ClC=1C(=NC(=C(C1)C#N)N1C[C@@H](C([C@@H](C1)C)(F)F)C)NC=1C=C2C=C(C(N(C2=CC1)CC1CN(C1)C(=O)OC(C)(C)C)=O)OCC(=O)NC